2,2',3,3',6,6'-hexafluorobenzidine FC1=C(C(=CC(=C1F)N)F)C1=C(C(=C(N)C=C1F)F)F